NC(C[C@H](C(=O)NCC[C@H](C(=O)OC)C)NC(CCCCCCC)=O)=O Methyl (R)-4-((R)-4-amino-2-octanamido-4-oxobutanamido)-2-methylbutanoate